ClC1=C(C=CC=C1)CN1N=C(C=C1C1=CC(=CC=C1)OCC(C)C)COC(C(=O)O)(C)C 2-[[1-[(2-Chlorophenyl)methyl]-5-(3-isobutoxyphenyl)pyrazol-3-yl]methoxy]-2-methyl-propanoic acid